methyl (3S)-7-hydroxy-5-oxo-1,2,3,5,8,8a-hexahydroindolizine-3-carboxylate OC1=CC(N2[C@@H](CCC2C1)C(=O)OC)=O